C(C)(C)(C)[Si](C)(C)OCCOCCOCCCC1=NC(=CC(=C1)Cl)C(F)(F)F tert-butyl-[2-[2-[3-[4-chloro-6-(trifluoromethyl)-2-pyridyl]propoxy]ethoxy]ethoxy]-dimethyl-silane